N[C@H](C[C@H]1CC(=NN1C1=CC=CC=C1)C(=O)O)C(=O)O (S)-5-[(R)-2-amino-2-carboxyethyl]-1-phenyl-4,5-dihydro-1H-pyrazole-3-carboxylic acid